COC(=O)C=1C=C2C3(CNC2=CC1)CCCCC3 dihydrospiro[cyclohexane-1,3'-indol]-5'-carboxylic acid methyl ester